tert-butyl (4-(1-bromo-3-isopropyl-8-(2,2,2-trifluoroacetamido)imidazo[1,5-a]pyrazin-5-yl)cyclohexyl)carbamate BrC=1N=C(N2C1C(=NC=C2C2CCC(CC2)NC(OC(C)(C)C)=O)NC(C(F)(F)F)=O)C(C)C